C(=O)(O)C1C(C(CC1C(=O)O)C(=O)O)CC(=O)O 2,3,5-tricarboxycyclopentylacetic acid